Benzyl N-(2,2-dicyclopropyl-1-{5-[4,4-difluoro-1-(3-fluorobicyclo[1.1.1]pentane-1-carbonyl)piperidin-2-yl]-1H-imidazo[4,5-b]pyridin-2-yl}ethyl)carbamate C1(CC1)C(C(C=1NC=2C(=NC(=CC2)C2N(CCC(C2)(F)F)C(=O)C23CC(C2)(C3)F)N1)NC(OCC1=CC=CC=C1)=O)C1CC1